ClC1=C(C=CC2=C1C(=N[C@H](C=1N2N=C(N1)C)C)C1=NC(=CC=C1Cl)OC)C(F)(F)F (4S)-7-chloro-6-(3-chloro-6-methoxy-2-pyridyl)-2,4-dimethyl-8-(trifluoromethyl)-4H-[1,2,4]triazolo[1,5-a][1,4]benzodiazepine